N-(4-(dimethylamino)phenyl)-3-(3-(3-methoxyphenyl)-1H-pyrazolo[3,4-b]pyridin-1-yl)piperidine-1-carboxamide CN(C1=CC=C(C=C1)NC(=O)N1CC(CCC1)N1N=C(C=2C1=NC=CC2)C2=CC(=CC=C2)OC)C